HYDROXY(4-HYDROXY-3-METHOXYPHENYL)ACETIC ACID OC(C(=O)O)C1=CC(=C(C=C1)O)OC